6-[[3-(piperidine-1-carbonyl)pyrazolo[1,5-a]pyridin-7-yl]amino]isoindolin-1-one N1(CCCCC1)C(=O)C=1C=NN2C1C=CC=C2NC2=CC=C1CNC(C1=C2)=O